N-(6-((5-bromo-2-((2-methoxy-5-(1-methyl-1H-pyrazol-4-yl)-4-(4-(4-methylpiperazine-1-yl)piperidin-1-yl)phenyl)amino)pyrimidin-4-yl)amino)-2,3-dihydrobenzofuran-5-yl)methanesulfonamide BrC=1C(=NC(=NC1)NC1=C(C=C(C(=C1)C=1C=NN(C1)C)N1CCC(CC1)N1CCN(CC1)C)OC)NC1=CC2=C(CCO2)C=C1NS(=O)(=O)C